1-methyl-4-[4-methyl-4-(5-methyl-1,3-benzoxazol-2-yl)piperidin-1-yl]-8-[(oxetan-3-yl)oxy]-2-oxo-1,2-dihydroquinoline-3-carbonitrile CN1C(C(=C(C2=CC=CC(=C12)OC1COC1)N1CCC(CC1)(C=1OC2=C(N1)C=C(C=C2)C)C)C#N)=O